4-(Morpholine-4-carbonyl)benzoic acid [(2R)-3-(1-ethyl-8-oxo-spiro[6,7-dihydro-4H-pyrazolo[3,4-c]azepin-5,4'-tetrahydropyran]-3-yl)-2-methyl-propyl] ester C(C)N1N=C(C2=C1C(NCC1(CCOCC1)C2)=O)C[C@H](COC(C2=CC=C(C=C2)C(=O)N2CCOCC2)=O)C